CC(CC=C)S(=O)(=O)N (2R)-METHYLBUT-3-ENE-1-SULFONAMIDE